NC1=C(C2=C(C=3N(C=C2)C=CN3)N1C1=C(C(=CC=C1C)O)C)C(=O)N 8-amino-9-(3-hydroxy-2,6-dimethylphenyl)-9H-imidazo[1,2-a]pyrrolo[2,3-c]pyridine-7-carboxamide